Cl.FC1=C(CC2(CCNCC2)C#N)C(=CC=C1)F 4-(2,6-difluorobenzyl)piperidine-4-carbonitrile hydrochloride